dimethyl-1,5-dihydro-2H-pyrrol-2-one CC1(C=CC(N1)=O)C